CN1N=CC(=C1OCCCOC1=C(C=CC=C1)C=C)C=1C=C2C(=CN1)NN=C2 5-[1-methyl-5-[3-(2-vinylphenoxy)propoxy]pyrazol-4-yl]-1H-pyrazolo[3,4-c]pyridine